ClC=1C=C(C=C(C1)S(=O)(=O)C)NC(=O)C=1SC(=C(C1)C1=NC=C(C=C1F)N1CCC(CC1)(F)F)C N-(3-chloro-5-(methylsulfonyl)phenyl)-4-(5-(4,4-difluoropiperidin-1-yl)-3-fluoropyridin-2-yl)-5-methylthiophene-2-carboxamide